NC=1C=C(C=CC1)C=1C=C2C(=NN(C2=CC1)C(C)C)COC1=C(C=CC=C1)CC(=O)OCC ethyl 2-(2-((5-(3-aminophenyl)-1-isopropyl-1H-indazol-3-yl)methoxy)phenyl)acetate